5-chloro-2-fluoro-4-iodoaniline ClC=1C(=CC(=C(N)C1)F)I